3-(3-cyclopropyl-1-(tetrahydro-2H-pyran-2-yl)-1H-pyrazol-5-yl)-1-isopropyl-1H-pyrazolo[3,4-d]pyrimidin-4-amine C1(CC1)C1=NN(C(=C1)C1=NN(C2=NC=NC(=C21)N)C(C)C)C2OCCCC2